3-[3-methyl-5-[[4-(methylaminomethyl)-1-piperidinyl]methyl]-2-oxo-benzimidazol-1-yl]piperidine-2,6-dione CN1C(N(C2=C1C=C(C=C2)CN2CCC(CC2)CNC)C2C(NC(CC2)=O)=O)=O